C(C(C)(C)O)O 1,2-isobutanediol